ClC=1C=CC(=NC1)CC1CCC2(CN(C2)C(=O)N2C[C@H](CC2)C(=O)N)CC1 (3S)-1-[7-[(5-Chloro-2-pyridyl)methyl]-2-azaspiro[3.5]nonane-2-carbonyl]pyrrolidine-3-carboxamide